C(C)N(C(C1=C(C=CC(=C1)F)N1C=C(C=2C1=CN=CC2)C2CN(CC2)C[C@@H]2CC[C@H](CC2)NS(=O)(=O)C)=O)C(C)C N-ethyl-5-fluoro-N-isopropyl-2-(3-(1-((trans-4-(methylsulfonamido)cyclohexyl)methyl)pyrrolidin-3-yl)-1H-pyrrolo[2,3-c]pyridin-1-yl)benzamide